COC[C@H]1O[C@@H]([C@@H]([C@@H]2[C@H]1OC(O2)(C)C)NC([O-])=O)CCC ((3aR,4R,6R,7S,7aR)-4-(methoxymethyl)-2,2-dimethyl-6-propyltetrahydro-4H-[1,3]dioxolo[4,5-c]pyran-7-yl)carbamate